CC1(OCC(O1)C1=NC=C(C=N1)N)C (2,2-dimethyl-1,3-dioxolan-4-yl)pyrimidin-5-amine